S(=O)(=O)(O)O.C(=O)O Formic acid sulfate